CCCCCC(=O)CC(=O)CC(=O)CC(=O)SCCNC(=O)CCNC(=O)[C@@H](C(C)(C)COP(=O)(O)OP(=O)(O)OC[C@@H]1[C@H]([C@H]([C@@H](O1)N2C=NC3=C(N=CN=C32)N)O)OP(=O)(O)O)O 3'-phosphoadenosine 5'-(3-{(3R)-3-hydroxy-2,2-dimethyl-4-oxo-4-[(3-oxo-3-{[2-(3,5,7-trioxododecanoylsulfanyl)ethyl]amino}propyl)amino]butyl} dihydrogen diphosphate)